C(CCC)C1OC(C2=CC=C(C=C12)Br)=O 3-butyl-5-bromo-1(3H)-isobenzofuranone